CC(C(C)SSSSC(C)C(C)C)C 1,4-bis(3-methylbutan-2-yl)tetrasulfane